N1=C(C=CC=C1)O[C@@H]1CC[C@H](CC1)C1=NN=C2N1C1=C(CC3(C2)OCCO3)C=C(C=C1)C(F)(F)F 1'-[trans-4-(Pyridin-2-yloxy)cyclohexyl]-8'-(trifluoromethyl)-4'H,6'H-spiro[1,3-dioxolan-2,5'-[1,2,4]triazolo[4,3-a][1]benzazepin]